N[C@@H]1[C@H](CO[C@H](C1)C(=O)N1[C@H](C2=CC=CC=C2CC1)C1=CC=C(C=C1)F)N(C(C)=O)C N-((3R,4S,6R)-4-amino-6-((S)-1-(4-fluorophenyl)-1,2,3,4-tetrahydroisoquinoline-2-carbonyl)tetrahydro-2H-pyran-3-yl)-N-methylacetamide